4,4-difluoro-2-(4-fluorophenyl)-N-{4-[5-methyl-4-oxo-3-(1,3-thiazol-4-yl)-4,5,6,7-tetrahydro-1H-pyrrolo[3,2-c]pyridin-2-yl]pyridin-2-yl}butanamide FC(CC(C(=O)NC1=NC=CC(=C1)C1=C(C=2C(N(CCC2N1)C)=O)C=1N=CSC1)C1=CC=C(C=C1)F)F